C1(=CC=CC=C1)C1=NN(C2=CC(=CC=C12)COC1=CC=C(C=C1)C(CC(=O)OC)C)C(C1=CC=CC=C1)(C1=CC=CC=C1)C1=CC=CC=C1 methyl 3-(4-((3-phenyl-1-trityl-1H-indazol-6-yl)methoxy)phenyl)butanoate